tert-butyl 3-(((3-(dimethyl amino)propyl)(3-((2-(4-methoxyphenyl)quinolin-4-yl)amino)propyl)amino)methyl)azetidine-1-carboxylate CN(CCCN(CCCNC1=CC(=NC2=CC=CC=C12)C1=CC=C(C=C1)OC)CC1CN(C1)C(=O)OC(C)(C)C)C